[14C@@H]1(C[C@H](O)[C@@H](CO)O1)N1C(=O)NC(=O)C(C)=C1 [14C]-thymidine